5-[(2R,6S)-2-methyl-6-[[4-(5-piperazin-1-yl-2-pyridyl)piperazin-1-yl]methyl]morpholin-4-yl]quinoline-8-carbonitrile C[C@@H]1CN(C[C@@H](O1)CN1CCN(CC1)C1=NC=C(C=C1)N1CCNCC1)C1=C2C=CC=NC2=C(C=C1)C#N